3-(2-amino-6-(butylamino)-5-(4-methoxyphenethyl)pyrimidin-4-yl)propanoic acid NC1=NC(=C(C(=N1)CCC(=O)O)CCC1=CC=C(C=C1)OC)NCCCC